((4-(dimethylcarbamoyl)phenyl)amino)-3-((2-ethyl-6-methoxy-1,2,3,4-tetrahydroisoquinolin-7-yl)amino)-1,2,4-triazine-6-carboxamide CN(C(=O)C1=CC=C(C=C1)NC=1N=C(N=NC1C(=O)N)NC1=C(C=C2CCN(CC2=C1)CC)OC)C